The molecule is an amino disaccharide consisting of alpha-D-glucopyranose and 2-acetamido-2-deoxyalpha-D-galactopyranose residues joined in sequence by a (1->3) glycosidic bond. It is an amino disaccharide and a member of acetamides. It derives from a N-acetyl-alpha-D-galactosamine and an alpha-D-glucose. CC(=O)N[C@@H]1[C@H]([C@H]([C@H](O[C@@H]1O)CO)O)O[C@@H]2[C@@H]([C@H]([C@@H]([C@H](O2)CO)O)O)O